C(CCCCCCCCCCCCC)OC(OCN1C(C=CC2=CC=C(C=C12)OCCCCN1CCN(CC1)C1=CC=CC=2SC=CC21)=O)=O Carbonic acid 7-[4-(4-benzo[b]thiophen-4-ylpiperazin-1-yl)butoxy]-2-oxo-2H-quinolin-1-ylmethyl ester tetradecyl ester